C1(=CC=C(C=C1)N1N=C2C(=N1)C1=CC=CC=C1C=C2)C=CC2=CC=CC=C2 2-(stilbene-4-yl)-2H-naphtho-[1,2-d]triazole